IC(C(=O)OC(C(CCC)I)=O)CCC iodovaleric acid anhydride